CC1(C(CCCC1)C)NC(C1=CC(=NC=C1)N1C=NC=C1)=O N-(1,2-dimethylcyclohexyl)-2-(1H-imidazol-1-yl)isonicotinamide